O1CCN(CC1)C=1C2=C(N=C(N1)N/N=C/C=1C=C(C=CC1)C)C=C(N2)C(=O)NC2=CC=NC=C2 4-morpholino-2-[(2E)-2-(m-tolylmethylene)hydrazino]-N-(4-pyridyl)-5H-pyrrolo[3,2-d]pyrimidine-6-carboxamide